ClC=1C=C2C(=CC1)NC(C21CCN(CC1)CCOC=1C=NC=2N(C(C=CC2C1)=O)C1CC(C1)(C)O)=O 5-chloro-1'-[2-({7-oxo-8-[3-hydroxy-3-methylcyclobutyl]-7,8-dihydro-1,8-naphthyridin-3-yl}oxy)ethyl]-1,2-dihydrospiro[indole-3,4'-piperidin]-2-one